(S)-4-(2-bromophenyl)-3-methyl-monophenyl-1,4,5,7-tetrahydro-6H-pyrazolo[3,4-b]pyridin-6-one BrC1=C(C=CC=C1)[C@@H]1C2=C(NC(C1)=O)N(N=C2C)C2=CC=CC=C2